BrC1=CC=2C(N=C1)=NNN2 6-Bromo-2H-[1,2,3]triazolo[4,5-b]pyridine